tetrafluoroethylen-perfluoropropylenvinylether FC1(C(F)(F)OC(=C(C(C1(F)F)(C(F)(F)F)F)F)F)F